1,3-diisopropyl-benzene tert-butyl-6-(4-(4-chloro-7,7-dimethyl-5-oxo-5,7-dihydroindolo[1,2-a]quinazolin-10-yl)piperidin-1-yl)-2-azaspiro[3.3]heptane-2-carboxylate C(C)(C)(C)OC(=O)N1CC2(C1)CC(C2)N2CCC(CC2)C2=CC=C1C(C=3N(C=4C=CC=C(C4C(N3)=O)Cl)C1=C2)(C)C.C(C)(C)C2=CC(=CC=C2)C(C)C